2-(4-fluoropiperidin-1-yl)oxazole-4-carbonitrile FC1CCN(CC1)C=1OC=C(N1)C#N